(6R,6aS,11aR)-14-(cyclopropylmethyl)-8-methyl-10-(pyridin-3-yl)-5,6,10,11-tetrahydro-6,11a-(epiminoethano)naphtho[2,1-f]indazole-2,6a(7H)-diol C1(CC1)CN1CC[C@@]23[C@@](CC=4C(=NN(C4C2)C=2C=NC=CC2)C)([C@H]1CC=1C=CC(=CC13)O)O